tert-butyl (3S,5S)-3-fluoro-5-[[4-[4-[[2-methyl-4-(2,2,2-trifluoroethylsulfonylamino)-1-naphthyl]oxy]thiazol-5-yl]pyrimidin-2-yl]amino]piperidine-1-carboxylate F[C@@H]1CN(C[C@H](C1)NC1=NC=CC(=N1)C1=C(N=CS1)OC1=C(C=C(C2=CC=CC=C12)NS(=O)(=O)CC(F)(F)F)C)C(=O)OC(C)(C)C